FC=1C=C(C=C(C1)F)[C@H]1N(CC[C@H](C1)NC)C(=O)N1CC2(CCCC2)[C@@H](CC1)CN1C=NC(=CC1=O)C1=CC=CC=C1 3-(((R)-7-((2S,4R)-2-(3,5-difluorophenyl)-4-(methylamino)piperidine-1-carbonyl)-7-azaspiro[4.5]dec-10-yl)methyl)-6-phenylpyrimidin-4(3H)-one